C(C)(C)(C)[Si](OC[C@H](CS(=O)(=O)C1=CC=CC=C1)C)(C)C tert-butyl-(dimethyl)[[(2r)-2-methyl-3-(phenylsulfonyl)propyl]oxy]silane